5-chloro-3-(methoxymethyl)-1-((2-(trimethylsilyl)ethoxy)methyl)-1H-pyrazole ClC1=CC(=NN1COCC[Si](C)(C)C)COC